CC(=CCC1=C(C2=C(C3=C1OC(C=C3)(C)C)O[C@@H](CC2=O)C4=CC(=C(C=C4)OC)OC)O)C The molecule is an extended flavonoid that consists of (2S)-flavanone substituted by a hydroxy group at position 5, methoxy groups at positions 3' and 4' , a prenyl group at position 6 and a gem-dimethylpyran ring fused across positions 7 and 8. Isolated from Lonchocarpus utilis and Lonchocarpus urucu, it acts as a NADH:ubiquinone reductase inhibitor. It has a role as an EC 1.6.5.3 [NADH:ubiquinone reductase (H(+)-translocating)] inhibitor and a plant metabolite. It is an extended flavonoid, a dimethoxyflavanone, a monohydroxyflavanone, a pyranochromane, a member of 4'-methoxyflavanones and a member of 3'-methoxyflavanones.